methyl(thiazol-4-ylmethyl)(((6-(5-(trifluoromethyl)-1,2,4-oxadiazol-3-yl)imidazo[1,2-a]pyridin-2-yl)methyl)imino)-λ6-sulfanone CS(=O)(=NCC=1N=C2N(C=C(C=C2)C2=NOC(=N2)C(F)(F)F)C1)CC=1N=CSC1